4-methyl-N-[3-(4-methyl-1H-imidazolyl)-5-trifluoromethylphenyl]-3-guanidinobenzamide CC1=C(C=C(C(=O)NC2=CC(=CC(=C2)C(F)(F)F)N2C=NC(=C2)C)C=C1)NC(=N)N